C(C1=CC=CC=C1)OC=1C(=C(C(=NC1C)NC(=O)C1=C(C2=C(S1)C=CC=C2)Br)C)C N-(5-(benzyloxy)-3,4,6-trimethylpyridin-2-yl)-3-bromobenzo[b]thiophene-2-carboxamide